ClC=1C=C(C=C(C1)NS(=O)(=O)C)NC(=O)C=1SC=C(C1)C1=NC=CC=C1COC1=CC(=CC(=C1)F)F N-(3-chloro-5-(methylsulfonamido)phenyl)-4-(3-((3,5-difluorophenoxy)methyl)pyridin-2-yl)thiophene-2-carboxamide